Indium tin oxid [Sn]=O.[In]